(2S,4R)-N-[(S)-[5-(3,3-difluorocyclobutyl)pyridin-2-yl](phenyl)methyl]-4-fluoro-1-[2-(4-methyl-1,3-oxazol-2-yl)acetyl]pyrrolidine-2-carboxamide FC1(CC(C1)C=1C=CC(=NC1)[C@@H](NC(=O)[C@H]1N(C[C@@H](C1)F)C(CC=1OC=C(N1)C)=O)C1=CC=CC=C1)F